1-Cyclopentyl-3-(1H-pyrrolo[2,3-b]pyridin-5-yl)-1H-pyrazolo[3,4-d]pyrimidin-4-amine C1(CCCC1)N1N=C(C=2C1=NC=NC2N)C=2C=C1C(=NC2)NC=C1